Tert-butyl 4-(5-chloro-4-(2-(dimethylcarbamoyl)-7-fluoro-6-(1-isobutyryl-1,2,5,6-tetrahydropyridin-3-yl)-1H-indol-4-yl)-2-fluorophenyl)piperazine-1-carboxylate ClC=1C(=CC(=C(C1)N1CCN(CC1)C(=O)OC(C)(C)C)F)C1=C2C=C(NC2=C(C(=C1)C=1CN(CCC1)C(C(C)C)=O)F)C(N(C)C)=O